2-(2-Chloro-5-isopropyl-8-oxothieno[2',3':4,5]pyrrolo[1,2-d][1,2,4]triazin-7(8H)-yl)-N-((1R,3R)-3-hydroxy-3-methylcyclohexyl)acetamid ClC1=CC2=C(C=C3N2C(=NN(C3=O)CC(=O)N[C@H]3C[C@](CCC3)(C)O)C(C)C)S1